ClC=1C(=NC(=CC1)C=C)C(F)(F)F 3-chloro-2-(trifluoromethyl)-6-vinylpyridine